C1(=CC=CC=2C3=CC=CC=C3OPC12)C(CC(=O)O)C(=O)O 9,10-dihydro-9-oxa-10-phosphaphenanthrene-succinic acid